2,6-dibromo-4-(bromomethyl)phenol BrC1=C(C(=CC(=C1)CBr)Br)O